(3-amino-1-(hydroxyamino)-3-methyl-1-oxobutan-2-yl)-4-((4-(((2-methoxyethyl)amino)methyl)phenyl)ethynyl)benzamide bistosylate monohydrate O.S(=O)(=O)(O)C1=CC=C(C)C=C1.S(=O)(=O)(O)C1=CC=C(C)C=C1.NC(C(C(=O)NO)C1=C(C(=O)N)C=CC(=C1)C#CC1=CC=C(C=C1)CNCCOC)(C)C